5-(1-methyl-1H-benzo[d][1,2,3]triazol-6-yl)-N-(1-methylazetidin-3-yl)pyrrolo[2,1-f][1,2,4]triazin-2-amine CN1N=NC2=C1C=C(C=C2)C=2C=CN1N=C(N=CC12)NC1CN(C1)C